1-chloro-4-propoxyl-thiaanthraquinone ClS1CC=C(C=2C(C3=CC=CC=C3C(C12)=O)=O)OCCC